1-(o-tolyl)dihydropyrimidine-2,4(1H,3H)-dione C1(=C(C=CC=C1)N1C(NC(CC1)=O)=O)C